C1(CC1)C1=CC(=CC(=N1)C=1OC2=C(N1)C=C(C=C2F)CN[C@@H](COC)C)C2=C(C=C(C=C2)F)C2=NN=CN2C [(2-{6-Cyclopropyl-4-[4-fluoro-2-(4-methyl-1,2,4-triazol-3-yl)phenyl]pyridin-2-yl}-7-fluoro-1,3-benzoxazol-5-yl)methyl][(2R)-1-methoxypropan-2-yl]amine